FC1=CC=C(C=C1)C(N1C[C@@H](N(C[C@H]1C)C1=CC(N(C=2C=CC(=NC12)C#N)C)=O)C)C1=CC=C(C=C1)N1CCOCC1 8-[(2s,5r)-4-[(4-fluorophenyl)[4-(morpholin-4-yl)phenyl]methyl]-2,5-dimethylpiperazin-1-yl]-5-methyl-6-oxo-5,6-dihydro-1,5-naphthyridine-2-carbonitrile